BrC1=CC=C(C(=C1C(=O)O)OC(F)(F)F)F 6-bromo-3-fluoro-2-(trifluoromethoxy)benzoic acid